COC=1C=C(C=CC1)C(=O)N1[C@H](C=2C(CC1)=C(N(N2)C2=CC=CC=C2)C2=CC=CC=C2)C (3-methoxyphenyl)-[(7S)-7-methyl-2,3-diphenyl-5,7-dihydro-4H-pyrazolo[3,4-c]pyridin-6-yl]methanone